((6-methylpyridazin-3-yl)methyl)pyrido[3,2-d]pyrimidin-4-amine CC1=CC=C(N=N1)CC=1N=C(C2=C(N1)C=CC=N2)N